C(C)(C)(C)OC(=O)N(C(OC(C)(C)C)=O)C1=C(C=CC(=C1)OC=1C(=C2N=C(C=NC2=CC1)C=1C=NN(C1)CC1CC(C1)(F)F)I)[N+](=O)[O-] tert-butyl N-tert-butoxycarbonyl-N-[5-[3-[1-[(3,3-difluorocyclobutyl)methyl]pyrazol-4-yl]-5-iodo-quinoxalin-6-yl]oxy-2-nitro-phenyl]carbamate